C(C(=C)C)(=O)OCCC[Si](OCC)(OCC)OCC 3-(Triethoxysilyl)propyl methacrylat